((2,4-dioxo-1,3-diazaspiro[4.4]nonane-6-yl)methyl)-4'-fluoro-[1,1'-biphenyl]-4-sulfonamide O=C1NC2(C(N1)=O)C(CCC2)CC2=C(C=CC(=C2)S(=O)(=O)N)C2=CC=C(C=C2)F